C(\C=C\C(=O)OC1CCCCCCC1)(=O)OCCC1=NN=NN1 2-(1H-tetrazol-5-yl)ethyl cyclooctyl fumarate